FCC(CN(CCC(C(=O)O)NC(C1=C(C=CC=C1)OC(F)(F)F)=O)CCCCC1=NC=2NCCCC2C=C1)OC 4-[[3-fluoro-2-methoxy-propyl]-[4-(5,6,7,8-tetrahydro-1,8-naphthyridin-2-yl)butyl]amino]-2-[[2-(trifluoromethoxy)benzoyl]amino]butanoic acid